C(#N)C1=CC(=C(C(=O)N[C@H](CCOCCCCC2=NC=3NCCCC3C=C2)C(=O)O)C(=C1)C)F N-(4-cyano-2-fluoro-6-methylbenzoyl)-O-(4-(5,6,7,8-tetrahydro-1,8-naphthyridin-2-yl)butyl)-D-homoserine